ClC1=C2C(C=C(N(C2=CC(=C1)C1=NC(=NC=C1F)N[C@H]1[C@@H](COCC1)O)C(C)C)C(=O)NC)=O 5-chloro-7-(5-fluoro-2-(((3S,4R)-3-hydroxytetrahydro-2H-pyran-4-yl)amino)pyrimidin-4-yl)-1-isopropyl-N-methyl-4-oxo-1,4-dihydroquinoline-2-carboxamide